[GeH3]Cl germyl chloride